1-((R)-3-(1-(3-((R)-1-(2,4-dichlorophenyl)ethyl)-7-methyl-3H-[1,2,3]triazolo[4,5-d]pyrimidin-5-yl)azetidin-3-yl)piperidin-1-yl)cyclopropane-1-carboxylic acid ethyl ester C(C)OC(=O)C1(CC1)N1C[C@H](CCC1)C1CN(C1)C=1N=C(C2=C(N1)N(N=N2)[C@H](C)C2=C(C=C(C=C2)Cl)Cl)C